N-(5-((6-((R)-3-([1,1'-biphenyl]-3-yl)isoxazolidin-2-yl)pyrimidin-4-yl)amino)-2-(4-((S)-4-cycloprop-yl-3-methylpiperazin-1-yl)piperidin-1-yl)-4-methoxy-phenyl)acrylamide C1(=CC(=CC=C1)[C@@H]1N(OCC1)C1=CC(=NC=N1)NC=1C(=CC(=C(C1)NC(C=C)=O)N1CCC(CC1)N1C[C@@H](N(CC1)C1CC1)C)OC)C1=CC=CC=C1